BrC1=[N+](C=CC=C1C(F)(F)F)[O-] 2-bromo-3-(trifluoromethyl)pyridine 1-oxide